arginine anisoate C(C1=CC=C(C=C1)OC)(=O)O.N[C@@H](CCCNC(N)=N)C(=O)O